C(#N)C1=C(C=CC=C1)C[C@@H](C=1SC2=C(N1)C=CC(=C2)OC)NS(=O)(=O)C2=CC=CC=C2 |r| N-[rac-(1S)-2-(2-cyanophenyl)-1-(6-methoxy-1,3-benzothiazol-2-yl)ethyl]benzenesulfonamide